5-[(2-aminocyclopentyl)amino]-N-(3-carbamoyl-1-methyl-1H-pyrazol-4-yl)pyrazolo[1,5-a]pyrimidine-3-carboxamide trifluoroacetate FC(C(=O)O)(F)F.NC1C(CCC1)NC1=NC=2N(C=C1)N=CC2C(=O)NC=2C(=NN(C2)C)C(N)=O